Cl.FC1=C(C=CC=C1)C1=CC(=CN1S(=O)(=O)C1=CC(=CC=C1)SC)CNC 1-(5-(2-fluorophenyl)-1-((3-(methylthio)phenyl)sulfonyl)-1H-pyrrol-3-yl)-N-methylmethylamine hydrochloride